C(C)S(=O)(=O)C=1C(=NC=CC1)C=1OC2=C(N1)C=C(C=C2)S(C(F)(F)F)(=O)=NC [2-(3-ethylsulfonyl-2-pyridyl)-1,3-benzoxazol-5-yl]-methylimino-oxo-(trifluoromethyl)-lambda6-Sulfane